[4-[[3-(2,3-difluoro-4-methoxyphenyl)imidazo[1,2-a]pyrazin-8-yl]amino]-2-methylphenyl]-[4-(piperidine-4-carbonyl)piperazin-1-yl]methanone FC1=C(C=CC(=C1F)OC)C1=CN=C2N1C=CN=C2NC2=CC(=C(C=C2)C(=O)N2CCN(CC2)C(=O)C2CCNCC2)C